phenyl-γ-aminobutyric acid C1=CC=C(C=C1)C(CCN)C(=O)O